C1=CC=CC=2C3=CC=CC=C3C(C12)OC(N([C@H]1CC[C@H]2N(C1=O)[C@@H](CS2)C(N[C@@H](C[C@H]2C(NCC2)=O)C#N)=O)C)=O (9H-fluoren-9-yl)methyl((3R,6S,8aS)-3-(((S)-1-cyano-2-((S)-2-oxopyrrolidin-3-yl)ethyl)carbamoyl)-5-oxohexahydro-2H-thiazolo[3,2-a]pyridin-6-yl)carbamate